CC1=C(C#N)C=CC=C1[C@@H](C)NC1=NN=C(C2=CC(=C(C=C12)NC)C(=O)N1CSCC1)C (R)-2-Methyl-3-(1-((4-methyl-7-(methylamino)-6-(thiazolidine-3-carbonyl)phthalazin-1-yl)amino)ethyl)benzonitrile